1-(3-bromophenyl)sulfonyl-3,3-difluoro-azetidine BrC=1C=C(C=CC1)S(=O)(=O)N1CC(C1)(F)F